The molecule is an amino acid zwitterion resulting from the transfer of a proton from the carboxy group to the amino group of (2R)-glufosinate. It is a conjugate acid of a (2R)-glufosinate zwitterion(1-). It is an enantiomer of a glufosinate-P zwitterion. It is a tautomer of a (2R)-glufosinate. CP(=O)(CC[C@H](C(=O)[O-])[NH3+])O